C(C1=CC=CC=C1)OC[C@@H](C(=O)OCC1=CC=CC=C1)NC([C@H](C)N(C)C(=O)OC(C)(C)C)=O (S)-benzyl 3-(benzyloxy)-2-((S)-2-((tert-butoxycarbonyl)(methyl)amino)propanamido)propanoate